4-chloro-6-(diethylamino)pyridine-2-carbaldehyde ClC1=CC(=NC(=C1)N(CC)CC)C=O